2-(4-(2-(2-fluoro-6-methylpyridin-4-yl)-3-isopropyl-1H-indol-5-yl)piperidin-1-yl)-N,N-dimethylacetamide FC1=NC(=CC(=C1)C=1NC2=CC=C(C=C2C1C(C)C)C1CCN(CC1)CC(=O)N(C)C)C